(E)-6-(6-(difluoromethoxy)pyridin-3-yl)-N'-((2-hydroxy-6-methoxypyridin-4-yl)methylene)pyrazine-2-carbohydrazide FC(OC1=CC=C(C=N1)C1=CN=CC(=N1)C(=O)N/N=C/C1=CC(=NC(=C1)OC)O)F